N-(5-Chloro-1,3-benzoxazol-2-yl)-3,3,5-trimethylcyclohexan-1-carboxamid ClC=1C=CC2=C(N=C(O2)NC(=O)C2CC(CC(C2)C)(C)C)C1